N-(5-chloro-2-nitrophenyl)cyclopropanesulfonamide ClC=1C=CC(=C(C1)NS(=O)(=O)C1CC1)[N+](=O)[O-]